BrC1=C(N=C2N1C=CC=C2C)C2=CC=CC=C2 3-bromo-8-methyl-2-phenylimidazo[1,2-a]pyridine